8-bromo-2-chloro-3-methyl-6-(trifluoromethyl)quinazolin-4-one BrC=1C=C(C=C2C(N(C(=NC12)Cl)C)=O)C(F)(F)F